((4bR,9bR)-1-amino-7-((S)-1-cyclopropylethyl)-4b-hydroxy-10-oxo-4b,10-dihydro-9bH-indeno[1,2-b]benzofuran-9b-yl)carbamic acid tert-butyl ester C(C)(C)(C)OC(N[C@]12[C@](OC3=C1C=CC(=C3)[C@@H](C)C3CC3)(C3=CC=CC(=C3C2=O)N)O)=O